OC1=CN2C(=C(C=C2C=C1)C)C(=O)OC methyl 6-hydroxy-2-methylindolizine-3-carboxylate